CC=1C=C2CC(CN3C2=C(C1)C=C3)NC(OC(C)(C)C)=O tert-butyl (8-methyl-5,6-dihydro-4H-pyrrolo[3,2,1-ij]quinolin-5-yl)carbamate